4-(4-(3-(1H-pyrazol-1-yl)piperidin-1-yl)-2-(((2R,7aS)-2-fluorohexahydro-1H-pyrrolizin-7a-yl)methoxy)-5,6-dihydropyrido[3,4-d]pyrimidin-7(8H)-yl)-5-ethyl-6-fluoronaphthalen-2-ol N1(N=CC=C1)C1CN(CCC1)C=1C2=C(N=C(N1)OC[C@]13CCCN3C[C@@H](C1)F)CN(CC2)C2=CC(=CC1=CC=C(C(=C21)CC)F)O